2-(2-chlorophenyl)-3-cyclopropyl-9-(1H-pyrazol-4-yl)imidazo[2,1-f][1,6]naphthyridine ClC1=C(C=CC=C1)C=1N=C2C=3C=C(C=NC3C=CN2C1C1CC1)C=1C=NNC1